(S)-2,3-dichloro-4-(4-(4,4-difluoropiperidine-1-carbonyl)-2-(5-(2-hydroxypropan-2-yl)isoxazole-3-Yl)thiazol-5-yl)-N-(1,1,1-trifluoropropan-2-yl)benzenesulfonamide ClC1=C(C=CC(=C1Cl)C1=C(N=C(S1)C1=NOC(=C1)C(C)(C)O)C(=O)N1CCC(CC1)(F)F)S(=O)(=O)N[C@H](C(F)(F)F)C